1-(4-(2-(((benzyloxy)carbonyl)amino)ethyl)-2-chlorophenyl)pyrrolidin C(C1=CC=CC=C1)OC(=O)NCCC1=CC(=C(C=C1)N1CCCC1)Cl